(Z)-1-(3-(2-isopropyl-5-methylphenyl)-4-oxothiazolidin-2-ylidene)-3-(4-(1-(4-(trifluoromethyl)phenyl)-1H-imidazol-4-yl)phenyl)urea C(C)(C)C1=C(C=C(C=C1)C)N1/C(/SCC1=O)=N/C(=O)NC1=CC=C(C=C1)C=1N=CN(C1)C1=CC=C(C=C1)C(F)(F)F